3-methyl-1-oxoisoindoline-2-carboxylate CC1N(C(C2=CC=CC=C12)=O)C(=O)[O-]